C(C)(C)(C)OC(NC1=C(N=C(S1)S(NC1=NC(=CC=C1)F)(=O)=O)C)=O (2-(N-(6-fluoropyridin-2-yl)sulfamoyl)-4-methylthiazol-5-yl)carbamic acid tert-butyl ester